CC1(OC2=CC=C3C(=C2C=C1)OC(=C3)C(\C=C\C=3NC1=CC=CC=C1C3)=O)C (E)-1-(7,7-dimethyl-7H-furo[2,3-f]chromen-2-yl)-3-(1H-indol-2-yl)prop-2-en-1-On